2-(2-(((1S,2S)-2-Hydroxycyclohexyl)amino)pyridin-4-yl)oxazole-4-carboxylic acid O[C@@H]1[C@H](CCCC1)NC1=NC=CC(=C1)C=1OC=C(N1)C(=O)O